(1R,4R)-1-(N-((6'-(2H-Tetrazol-5-yl)-[1,1':3',1''-terphenyl]-4-yl)methyl)-pentanamido)-4-hydroxycyclohexanecarboxylic Acid N=1NN=NC1C1=CC=C(C=C1C1=CC=C(C=C1)CN(C(CCCC)=O)C1(CCC(CC1)O)C(=O)O)C1=CC=CC=C1